7-cyano-3,4-dihydro-1H-isoquinoline-2-carboxylic acid tert-butyl ester C(C)(C)(C)OC(=O)N1CC2=CC(=CC=C2CC1)C#N